CC1=NN(C=C1N)S(=O)(=O)C 3-methyl-1-(methylsulfonyl)-1H-pyrazol-4-amine